ONC(=O)C1=CC=C(CN2C(N(C(C3=CC=CC=C23)=O)CCC2=CC=C(C(=O)O)C=C2)=O)C=C1 4-(2-(1-(4-(hydroxycarbamoyl)benzyl)-2,4-dioxo-1,2-dihydroquinazolin-3(4H)-yl)ethyl)benzoic acid